2-(2,6-dioxopiperidin-3-yl)-5-[4-(hydroxymethyl)piperidin-1-yl]isoindole-1,3-dione O=C1NC(CCC1N1C(C2=CC=C(C=C2C1=O)N1CCC(CC1)CO)=O)=O